Octadecyltrimethyl-ammonium Chloride [Cl-].C(CCCCCCCCCCCCCCCCC)[N+](C)(C)C